COC=1C=CC2=C(SC=C2C2C(=C(NC(=C2C(C)=O)C)C)C(C)=O)C1 1,1'-(4-(6-Methoxybenzo[b]thiophen-3-yl)-2,6-dimethyl-1,4-dihydropyridin-3,5-diyl)diethanon